1-((4-(trifluoromethyl)phenyl)-methyl-d)-1H-indole-7-carboxylic acid FC(C1=CC=C(C=C1)C(N1C=CC2=CC=CC(=C12)C(=O)O)[2H])(F)F